7-(1-methyl-1H-pyrazol-3-yl)pyrrolo[2,1-F][1,2,4]triazin-4-amine CN1N=C(C=C1)C1=CC=C2C(=NC=NN21)N